(3,4-dichlorophenyl)(2-(trifluoromethyl)pyrimidin-5-yl)methylamine hydrochloride Cl.ClC=1C=C(C=CC1Cl)NCC=1C=NC(=NC1)C(F)(F)F